tert-Butyl 4-(2-bromo-4-(2-((2-chloro-4-(pentafluoro-λ6-sulfanyl)phenyl)amino)-2-oxoethyl)-5-ethyl-7-oxo-4,7-dihydro-[1,2,4]triazolo[1,5-a]pyrimidin-6-yl)piperazine-1-carboxylate BrC1=NN2C(N(C(=C(C2=O)N2CCN(CC2)C(=O)OC(C)(C)C)CC)CC(=O)NC2=C(C=C(C=C2)S(F)(F)(F)(F)F)Cl)=N1